COC1=C(C=CC(=C1)OC)CN(C(NCC1=CC=C(C=C1)OCC(C)C)=O)C1CCN(CC1)C 3-[(2,4-dimethoxyphenyl)methyl]-3-(1-methylpiperidin-4-yl)-1-{[4-(2-methylpropyloxy)phenyl]methyl}urea